NC(C(=O)[O-])C amino-propionate